BrC=1C(=CC(=C(C1)N1[C@@H]2CN([C@H](C1)C2)C(=O)OC(C)(C)C)NC(=O)C2=NC(=NC=C2)C2=C(C=CC=C2OC)F)F tert-butyl (1S,4S)-5-(5-bromo-4-fluoro-2-(2-(2-fluoro-6-methoxyphenyl)pyrimidine-4-carboxamido)phenyl)-2,5-diazabicyclo[2.2.1]heptane-2-carboxylate